1-methyl-N-(6-(1-methyl-1H-1,2,3-triazol-4-yl)isoquinolin-3-yl)piperidine-4-carboxamide CN1CCC(CC1)C(=O)NC=1N=CC2=CC=C(C=C2C1)C=1N=NN(C1)C